C(#N)CN(C(C1=C(C=C(C=C1OC)N1C=NC2=C1C=CC(=C2)C=2C=NN(C2)C)OC)=O)C N-(cyanomethyl)-2,6-dimethoxy-N-methyl-4-[5-(1-methylpyrazol-4-yl)benzimidazol-1-yl]benzamide